CC=1CCCC(C1)C1=C(C=C(C=C1OCCC(C(=O)[O-])(C)C)CCCCC)OCCC(C(=O)[O-])(C)C ((5'-methyl-4-pentyl-1',2',3',4'-tetrahydro-[1,1'-biphenyl]-2,6-diyl)bis(oxy))bis(methylene)bis(2,2-dimethylpropanoate)